(3aR,6aS)-5-(4-bromophenyl)-2-ethyloctahydrocyclopenta[c]Azole BrC1=CC=C(C=C1)C1C[C@@H]2[C@@H](CN(C2)CC)C1